5-(3-((Methylsulfonyl)oxy)prop-1-yn-1-yl)picolinic acid CS(=O)(=O)OCC#CC=1C=CC(=NC1)C(=O)O